C1(=CC=CC=C1)[SiH2]C(=C)C=1C=C(C=CC1)C phenyl-(1-(m-tolyl)vinyl)silane